COC1=CC=C(C=2OC3=C(C(=CC(=C3C(C2)=O)OC)OC)OC)C=C1 4',5,7,8-tetramethoxyflavone